NC1CCN(CC1)S(=O)(=O)C=1C=NN(C1C(=O)NCCCCCOC1=NC(=NC=C1Br)Cl)C 4-((4-aminopiperidin-1-yl)sulfonyl)-N-(5-((5-bromo-2-chloropyrimidin-4-yl)oxy)pentyl)-1-methyl-1H-pyrazole-5-carboxamide